bis-[3-(benzenesulfonyloxy)-4-propyl-phenyl]urea C1(=CC=CC=C1)S(=O)(=O)OC=1C=C(C=CC1CCC)NC(NC1=CC(=C(C=C1)CCC)OS(=O)(=O)C1=CC=CC=C1)=O